C(CCC)[C@H]1N(S(C2=C(N(C1)C1=CC=CC=C1)C=C(C(=C2)O\C=C(\C(=O)O)/F)SCC)(=O)=O)C (R)-(Z)-3-((3-butyl-7-(ethylthio)-2-methyl-1,1-dioxido-5-phenyl-2,3,4,5-tetrahydro-1,2,5-benzothiadiazepin-8-yl)oxy)-2-fluoroacrylic acid